CC1=C(C(=CC=C1)C)N1C(C=CC1=O)=N N-(2,6-dimethylphenyl)maleimide imide